methyl-7-phenoxy-3,4-dihydroisoquinoline-3-carboxylic acid methyl ester COC(=O)C1N=C(C2=CC(=CC=C2C1)OC1=CC=CC=C1)C